ClC=1C=C(C=CC1)C(CO)NC(=O)C1=CN(C=C1)C1=NC(=NC=C1C)NC1=CC(=C(C=C1)F)C(N(C)C)=O N-(1-(3-chlorophenyl)-2-hydroxyethyl)-1-(2-((3-(dimethylcarbamoyl)-4-fluorophenyl)amino)-5-methylpyrimidin-4-yl)-1H-pyrrole-3-carboxamide